ClC=1C=C(C=CC1OC)C1CCN(CC1)C(=O)C1=CC=C(C=C1)C1(COC1)O (4-(3-chloro-4-methoxyphenyl)piperidin-1-yl)(4-(3-hydroxyoxetan-3-yl)phenyl)methanone